(R)-5-(8-(1,3-dimethyl-2-oxo-2,3-dihydro-1H-benzo[d]imidazol-5-yl)isoquinolin-3-yl)-N-(3-(4-(2,6-dioxo-piperidin-3-yl)benzofuran-2-yl)prop-2-yn-1-yl)picolinamide CN1C(N(C2=C1C=CC(=C2)C=2C=CC=C1C=C(N=CC21)C=2C=CC(=NC2)C(=O)NCC#CC=2OC1=C(C2)C(=CC=C1)[C@@H]1C(NC(CC1)=O)=O)C)=O